3-[4-amino-5-(trifluoromethyl)pyrrolo[2,1-f][1,2,4]triazin-7-yl]-2-fluoro-N-[(3R,4S)-4-fluoro-1-(2-fluorobenzoyl)pyrrolidin-3-yl]benzamide NC1=NC=NN2C1=C(C=C2C=2C(=C(C(=O)N[C@@H]1CN(C[C@@H]1F)C(C1=C(C=CC=C1)F)=O)C=CC2)F)C(F)(F)F